COC1=CC=C(C=C1)C(OCCN)(C1=CC=CC=C1)C1=CC=C(C=C1)OC 2-(bis(4-methoxyphenyl)(phenyl)methoxy)ethylamine